C(C)(=O)C1=CC(=C(COC2=CC=CC(=N2)C2CCN(CC2)C(=O)OC(C)(C)C)C=C1)C(F)(F)F tert-butyl 4-(6-((4-acetyl-2-(trifluoromethyl)benzyl)oxy)pyridin-2-yl)piperidine-1-carboxylate